C1(CC1)CN1N=C2C3=C(CCC2=C1)OC(=C3C)C(=O)NC[C@H]3OCCOC3 2-(Cyclopropylmethyl)-N-[(2R)-1,4-dioxan-2-ylmethyl]-8-methyl-4,5-dihydro-2H-furo[2,3-g]indazol-7-carboxamid